5-(4-cyclopropyl-1H-imidazol-1-yl)-2-fluoro-N-((S)-5-((R)-1-hydroxyethyl)-5,6-dihydrobenzo[f]tetrazolo[1,5-d][1,4]oxazepin-8-yl)-4-methylbenzamide C1(CC1)C=1N=CN(C1)C=1C(=CC(=C(C(=O)NC2=CC=CC=3C=4N([C@@H](COC32)[C@@H](C)O)N=NN4)C1)F)C